O1C=C(C=C1)C1OC(C2C(=CCCC12C)C)=O 3-(Furan-3-yl)-3a,7-dimethyl-3,3a,4,5-tetrahydroisobenzofuran-1(7aH)-one